CC1CN(C2=CC=CC=C2C1=O)C(C1=C(C=CC(=C1)N1N=C(N=C1)C(C)C)C)=O 2,3-dihydro-3-methyl-1-[2-methyl-5-[3-(1-methylethyl)-1H-1,2,4-triazol-1-yl]benzoyl]-4(1H)-quinolinone